C(C)[C@H]1OC2=C([C@@H](N(C1)CC=1C=C(C=C3CCCC13)[C@H](CC(=O)O)C1=C(C3=C(N(N=N3)C)C(=C1)C)C)C)N=CC=C2 (3S)-3-(7-{[(2R,5S)-2-ethyl-5-methyl-2,3-dihydropyrido[2,3-f][1,4]oxazepin-4(5H)-yl]methyl}-2,3-dihydro-1H-inden-5-yl)-3-(1,4,7-trimethyl-1H-benzotriazol-5-yl)propanoic acid